ethyl 8-amino-3-oxo-3,4-dihydro-2H-[1,4]oxazino[2,3-g]quinoline-7-carboxylate NC=1C(=NC=2C=C3C(=CC2C1)OCC(N3)=O)C(=O)OCC